1,4-bis-maleimido-2,3-Dihydroxybutane C1(C=CC(N1CC(C(CN1C(C=CC1=O)=O)O)O)=O)=O